NC1=C(C=C(C=N1)C=1C=C2N(N1)CCC21CN(CC1)C(=O)NC(C1=CC=CC=C1)C1CC1)C(F)(F)F 2'-[6-amino-5-(trifluoromethyl)pyridin-3-yl]-N-[cyclopropyl(phenyl)methyl]-5',6'-dihydrospiro[pyrrolidine-3,4'-pyrrolo[1,2-b]pyrazole]-1-carboxamide